methyl (S)-1-((S)-3-(3-bromophenyl)-2-((tert-butoxycarbonyl)amino)propanoyl)pyrrolidine-3-carboxylate BrC=1C=C(C=CC1)C[C@@H](C(=O)N1C[C@H](CC1)C(=O)OC)NC(=O)OC(C)(C)C